7-((2S,5R)-4-(bis(4-fluorophenyl)methyl)-2,5-diethylpiperazin-1-yl)-5-hydrazineyl-3-(((S)-tetrahydrofuran-2-yl)methyl)-3H-[1,2,3]triazolo[4,5-d]pyrimidine FC1=CC=C(C=C1)C(N1C[C@@H](N(C[C@H]1CC)C=1C2=C(N=C(N1)NN)N(N=N2)C[C@H]2OCCC2)CC)C2=CC=C(C=C2)F